C(CCCCCCCCCCCCCCC)OC(C1=CC(=C(C(=C1)C(C)(C)C)O)C(C)(C)C)=O 3,5-di(tert-butyl)4-hydroxybenzoic acid cetyl ester